[Cl-].C(C(=C)C)(=O)OCC[NH+](C)C 2-(methacryloyloxy)-N,N-dimethylethyl-ammonium chloride